O=C1NC(CC[C@@H]1N1C(C2=CC(=C(C=C2C1)N1CCNCC1)F)=O)=O 4-(2-((S)-2,6-dioxopiperidin-3-yl)-6-fluoro-1-oxoisoindolin-5-yl)piperazin